FC1(CC(C1)CN1N=C(C(=C1C)F)NC(C1=C(C=C(C=C1)I)N1CCC2(CC2)CC1)=O)F N-(1-((3,3-difluorocyclobutyl)methyl)-4-fluoro-5-methyl-1H-pyrazol-3-yl)-4-iodo-2-(6-azaspiro[2.5]oct-6-yl)benzamide